N-(3-(7-fluoro-5-oxo-1-thioxo-1,2-dihydro-[1,2,4]triazolo[4,3-a]quinazolin-4(5H)-yl)propyl)tetrahydro-2H-pyran-4-carboxamide FC=1C=C2C(N(C=3N(C2=CC1)C(NN3)=S)CCCNC(=O)C3CCOCC3)=O